NC(C(=O)O)C(C)C α-aminoisovaleric acid